3-(4-Fluorophenyl)-1-(4-methoxy-3-(trifluoromethyl)phenyl)prop-2-en-1-one FC1=CC=C(C=C1)C=CC(=O)C1=CC(=C(C=C1)OC)C(F)(F)F